FC1(CCN(CCC1)C1=C(C(=O)NC=2C=C(C=CC2)[S@](=O)(C)=NC(=O)C2(CC2)NC(OC(C)(C)C)=O)C(=C(C=N1)C=1C=NN(C1)C)C)F tert-butyl (R)-(1-(((3-(2-(4,4-difluoroazepan-1-yl)-4-methyl-5-(1-methyl-1H-pyrazol-4-yl)nicotinamido)phenyl)(methyl)(oxo)-λ6-sulfaneylidene)carbamoyl)cyclopropyl)carbamate